4-(1-carbamimidoyl-1,2,3,6-tetrahydro-pyridin-4-yl)-N-[4-(1-carbamimidoyl-1,2,3,6-tetrahydro-pyridin-4-yl)-5-fluoro-2-methyl-phenyl]-5-fluoro-2-methyl-benzamide C(N)(=N)N1CCC(=CC1)C1=CC(=C(C(=O)NC2=C(C=C(C(=C2)F)C=2CCN(CC2)C(N)=N)C)C=C1F)C